ClC1=C(C=C(C=N1)CN1C(C=CC=C1)=NC(C(F)(F)F)=O)F N-[1-[(6-chloro-5-fluoro-3-pyridyl)methyl]-2-pyridinylidene]-2,2,2-trifluoroacetamide